C(ON1C(CCC1=O)=O)(OCC1=CC=CC=C1)=O Carbonic acid, 2,5-dioxo-1-pyrrolidinyl phenylmethyl ester